(1S)-1-(3-chloropyrazin-2-yl)ethylamine ClC=1C(=NC=CN1)[C@H](C)N